C1(CC1)C1=CC(=NN1C1OCCCC1)C1=CN=C2N1N=C(C=C2)NC21CCC(CC2)(CC1)C(=O)OC methyl 4-((3-(5-cyclopropyl-1-(tetrahydro-2H-pyran-2-yl)-1H-pyrazol-3-yl)imidazo[1,2-b]pyridazin-6-yl)amino)bicyclo[2.2.2]octane-1-carboxylate